C(N)(O[C@H](C1=NC2=C(N1)C=C1CC(CC1=C2)(C(NC)=O)N2C(N[C@@H](C2)CC)=O)C2CCCCC2)=O ((1S)-cyclohexyl (6-((R)-4-ethyl-2-oxoimidazolidin-1-yl)-6-(methylcarbamoyl)-1,5,6,7-tetrahydroindeno[5,6-d]imidazol-2-yl) methyl) carbamate